(1-oxo-5-(5-oxo-4,5-dihydro-1H-imidazo[4,5-b]pyridin-2-yl)isoindolin-2-yl)piperidine-2,6-dione O=C1N(CC2=CC(=CC=C12)C=1NC2=C(NC(C=C2)=O)N1)N1C(CCCC1=O)=O